Calcium Dipotassium [K].[K].[Ca]